ClC1=CC=C(C=C1)C1=NN(C2=NC=NC(=C21)N)C(C)C 3-(4-chlorophenyl)-1-isopropyl-1H-pyrazolo[3,4-d]pyrimidin-4-amine